C(C=C)(=O)[Ni].[Cu] copper alloyl-nickel